tert-butyl N-[2-[4-amino-5-chloro-2-[(4-methoxyphenyl)methyl]pyrazol-3-yl]-4-morpholino-phenyl]carbamate NC1=C(N(N=C1Cl)CC1=CC=C(C=C1)OC)C1=C(C=CC(=C1)N1CCOCC1)NC(OC(C)(C)C)=O